C(C)OC(=O)C1=C(N=C(S1)NC(C1=CC=C(C=C1)C(C)C)=O)C 2-[(4-isopropylbenzoyl)amino]-4-methyl-1,3-thiazole-5-carboxylic acid ethyl ester